CO[C@H]1CC[C@H](CC1)NC=1N=CC2=C(N1)NC=C2C2=CC=1N(C=C2)N=CC1C(=O)N1CCCCC1 (5-(2-((cis-4-methoxycyclohexyl)amino)-7H-pyrrolo[2,3-d]pyrimidin-5-yl)pyrazolo[1,5-a]pyridin-3-yl)(piperidin-1-yl)methanone